4-((6-(4-Cyclopropylbenzoyl)pyridin-2-yl)oxy)piperidine-1-carboxylic acid tert-butyl ester C(C)(C)(C)OC(=O)N1CCC(CC1)OC1=NC(=CC=C1)C(C1=CC=C(C=C1)C1CC1)=O